NC1=NC=NN2C1=C(C=C2C2CCC(CC2)O[Si](C)(C)C(C)(C)C)C2=CC=C(C=C2)C2=C(C(N(C=C2)C2=CC=CC=C2)=O)C(=O)N {4-[4-amino-7-(4-{[tert-butyl(dimethyl)silyl]oxy}cyclohexyl)pyrrolo[2,1-f][1,2,4]triazin-5-yl]phenyl}-2-oxo-1-phenyl-1,2-dihydropyridine-3-carboxamide